N-({5-chloro-6-[6-(ethylamino)-3-pyridyl]-2-indolyl}methyl)acetamide ClC=1C=C2C=C(NC2=CC1C=1C=NC(=CC1)NCC)CNC(C)=O